COC(C(=C)NC(C(=C)NC(=O)C=1N=C(SC1)C1=CC(=CC=C1)NC(=O)OC(C)(C)C)=O)=O.C1(=CC=CC=C1)C1N=CNC1C1=CC=CC=C1 4,5-diphenyl-imidazoline methyl-2-(2-(2-(3-((tert-butoxycarbonyl)amino)phenyl)thiazole-4-carboxamido)acrylamido)acrylate